7-((4-methoxybenzyl)oxy)6-methyl-9-(trimethylsilyl)non-8-yn-4-ol COC1=CC=C(COC(C(CC(CCC)O)C)C#C[Si](C)(C)C)C=C1